C(=O)(O)COC1C(C(C(C(O1)C(=O)O)O)O)O 6-carboxymethoxy-3,4,5-trihydroxyoxane-2-carboxylic acid